FC(N1N=C(C=C1)C1=C(C=NC(=C1)N1CCC(CC1)(F)F)CNC(C=C)=O)F N-((4-(1-(difluoromethyl)-1H-pyrazol-3-yl)-6-(4,4-difluoropiperidin-1-yl)pyridin-3-yl)methyl)-acrylamide